S(C1=C(C(=C(O)C=C1)O)O)C1=C(C(=C(O)C=C1)O)O thiobis(pyrogallol)